C1(CC1)N1C[C@H]([C@@H](CC1)OC=1C=CC(=NC1)C1=NSC(=N1)NC1=NC=CC=C1C)F 3-(5-((3R,4R)-1-cyclopropyl-3-fluoro-piperidin-4-yloxy)pyridin-2-yl)-N-(3-methylpyridin-2-yl)-1,2,4-thiadiazol-5-amine